(S)-1-[(R)-2-[bis(4-methoxy-3,5-dimethylphenyl)phosphino]ferrocenyl]ethyl-di-tert-butyl-phosphine COC1=C(C=C(C=C1C)P(C=1[C-](C=CC1)[C@H](C)P(C(C)(C)C)C(C)(C)C)C1=CC(=C(C(=C1)C)OC)C)C.[CH-]1C=CC=C1.[Fe+2]